cis-ethyl 4-[(2,4-dimethoxyphenyl)methyl]-3-(4-nitrophenyl)morpholine-2-carboxylate COC1=C(C=CC(=C1)OC)CN1[C@H]([C@H](OCC1)C(=O)OCC)C1=CC=C(C=C1)[N+](=O)[O-]